N(=C=S)CCCCCCCCS(=O)C 1-Isothiocyanato-8-(methyl-sulfinyl)-octane